ClC1=C(C=C(OCC(=O)NC23CC(C2)(C3)NC3=NC(=NC=C3)N3CCOCC3)C=C1)F 2-(4-chloro-3-fluorophenoxy)-N-(3-{[2-(morpholin-4-yl)pyrimidin-4-yl]amino}bicyclo[1.1.1]pentan-1-yl)acetamide